(E)-N-(4-(1-(4-(4-(7-(2-(2,6-dioxopiperidin-3-yl)-1-oxoisoindoline-4-yl)hept-6-yn-1-yl)piperazin-1-yl)benzoyl)pyrrolidin-3-yl)butyl)-3-(6-fluoropyridin-3-yl)acrylamide O=C1NC(CCC1N1C(C2=CC=CC(=C2C1)C#CCCCCCN1CCN(CC1)C1=CC=C(C(=O)N2CC(CC2)CCCCNC(\C=C\C=2C=NC(=CC2)F)=O)C=C1)=O)=O